N-(5-(4-morpholino-7,8-dihydro-5H-thiopyrano[4,3-d]pyrimidin-2-yl)pyridin-2-yl)-5-(4-trifluoromethylphenyl)picolinamide O1CCN(CC1)C=1C2=C(N=C(N1)C=1C=CC(=NC1)NC(C1=NC=C(C=C1)C1=CC=C(C=C1)C(F)(F)F)=O)CCSC2